N-(n-butyl)-phosphoric triamide C(CCC)NP(N)(N)=O